2-(3,3-dimethylbutanoylamino)-4-[2-propoxyethyl-[4-(5,6,7,8-tetrahydro-1,8-naphthyridin-2-yl)butyl]amino]butanoic acid CC(CC(=O)NC(C(=O)O)CCN(CCCCC1=NC=2NCCCC2C=C1)CCOCCC)(C)C